C(C)OC(CCCCCCCN1C(OC2=C(C1=O)C=CC=C2)=O)=O 8-[2,4-dioxo-2H-benzo[E][1,3]oxazine-3(4H)-yl]octanoic acid ethyl ester